1-(4-(naphthalen-1-ylmethoxy)benzyl)-4-nitro-1H-imidazole C1(=CC=CC2=CC=CC=C12)COC1=CC=C(CN2C=NC(=C2)[N+](=O)[O-])C=C1